(5-(2,4-dichlorophenyl)-1H-pyrazol-3-yl)(piperidin-1-yl)methanone ClC1=C(C=CC(=C1)Cl)C1=CC(=NN1)C(=O)N1CCCCC1